NC1=CNC2=CC=C(C=C12)N1C(CN(CC1)C(=O)OC(C)(C)C)=O tert-butyl 4-(3-amino-1H-indol-5-yl)-3-oxo-piperazine-1-carboxylate